4-amino-2-(4-methoxybenzyl)-3-methyl-3-(o-tolyl)isoindolin-1-one NC1=C2C(N(C(C2=CC=C1)=O)CC1=CC=C(C=C1)OC)(C1=C(C=CC=C1)C)C